CCCCC(CCC(CCCCCCCCCCC)O)O nonadecane-5,8-diol